3-((2-(((4-((3-chloro-4-fluorophenyl)amino)-7-(((S)-tetrahydrofuran-3-yl)oxy)quinazolin-6-yl)amino)methyl)phenyl)amino)piperidine-2,6-dione ClC=1C=C(C=CC1F)NC1=NC=NC2=CC(=C(C=C12)NCC1=C(C=CC=C1)NC1C(NC(CC1)=O)=O)O[C@@H]1COCC1